3-((dimethylamino)methyl)-4-(tetrahydro-2H-pyran-4-yl)aniline CN(C)CC=1C=C(N)C=CC1C1CCOCC1